2-(tert-butyldimethylsiloxy)acetaldehyde O([Si](C)(C)C(C)(C)C)CC=O